C(C)OC(=O)[C@H]1NCC(CC1)=O (S)-5-oxopiperidine-2-carboxylic acid ethyl ester